COC1=NC=CC(=C1)CC(=O)NC1=NNC(=C1)[C@@H]1C[C@@H](CC1)N(C([O-])=O)CC(CC)CO (1R,3S)-3-(3-{[(2-methoxypyridin-4-yl)acetyl]amino}-1H-pyrazol-5-yl)cyclopentyl[(2ξ)-2-(hydroxymethyl)butyl]carbamate